2-ethoxybenzoic acid, 2-ethoxy-4-methylphenyl ester C(C)OC1=C(C(=O)OC2=C(C=C(C=C2)C)OCC)C=CC=C1